tert-butyl (6-(isoxazol-5-yl)-1,3,4,5-tetrahydrobenzo[c]oxepin-1-yl)methylcarbamate O1N=CC=C1C1=CC=CC=2C(OCCCC21)CNC(OC(C)(C)C)=O